sodium methyl-hexyne (R)-1-(3-(2-(tert-butoxy)-2-oxoethoxy)phenyl)-3-(3-fluoro-4,5-dimethoxyphenyl)propyl-(S)-1-(4-(acryloyloxy)-3,3-dimethyl-2-oxobutanoyl)piperidine-2-carboxylate C(C)(C)(C)OC(COC=1C=C(C=CC1)[C@@H](CCC1=CC(=C(C(=C1)OC)OC)F)OC(=O)[C@H]1N(CCCC1)C(C(C(COC(C=C)=O)(C)C)=O)=O)=O.CC#CCCCC.[Na]